FC(OC1=C(C=CC=C1)C1=NN2C(NC(=CC2=O)C2=CC=C(C(=O)O)C=C2)=C1C)F 4-(2-(2-(difluoromethoxy)phenyl)-3-methyl-7-oxo-4,7-dihydropyrazolo[1,5-a]pyrimidin-5-yl)benzoic acid